4-fluoro-1H-indazol FC1=C2C=NNC2=CC=C1